CC=1C(C[C@H](CC1)C(=C)C)=O |r| (SR)-2-methyl-5-(prop-1-en-2-yl)cyclohex-2-en-1-one